CC1=NC=NC=C1C(=O)NCC=1C=C2C(=C(NC2=CC1)C=1C=NC=CC1C)C 4-methyl-N-[[3-methyl-2-(4-methyl-3-pyridyl)-1H-indol-5-yl]methyl]pyrimidine-5-carboxamide